(S)-6-(4-chlorophenyl-2,3,5,6-d4)-N-(1-hydroxypropan-2-yl)-2-(1-(methyl-d3)-1H-pyrazol-4-yl)-3-oxo-2,3-dihydropyridazine-4-carboxamide ClC1=C(C(=C(C(=C1[2H])[2H])C=1C=C(C(N(N1)C=1C=NN(C1)C([2H])([2H])[2H])=O)C(=O)N[C@H](CO)C)[2H])[2H]